4-(2-chloro-5-fluoronicotinyl)-5-chloropyrimidin ClC1=C(CC2=NC=NC=C2Cl)C=C(C=N1)F